3-ethyl-1-iodo-5,6,7,8-tetrahydroimidazo[1,5-a]pyrazine hydrochloride Cl.C(C)C1=NC(=C2N1CCNC2)I